C1(CCC1)CN1N=C(C(=C1)C1=NC(=CC=C1C(C)=O)N1C=NC2=C1C=CC(=C2)NC=2N=NC(=CC2)C)C 1-[2-[1-(cyclobutylmethyl)-3-methyl-pyrazol-4-yl]-6-[5-[(6-methylpyridazin-3-yl)amino]benzimidazol-1-yl]-3-pyridyl]ethanone